ClC1=C2C=C(N(C2=CC=C1Cl)C)C(=O)N[C@H](CO)C1=C(C=C(C(=O)O)C=C1)F 4-[(1S)-1-[[(4,5-dichloro-1-methyl-1H-indol-2-yl)carbonyl]amino]-2-hydroxyethyl]-3-fluoro-benzoic acid